N-benzoyloxy-1-[9-Ethyl-6-(2-methylbenzoyl)-9H-carbazol-3-yl]-3-cyclopentylpropane-1-one-2-imine C(C1=CC=CC=C1)(=O)ON=C(C(=O)C=1C=CC=2N(C3=CC=C(C=C3C2C1)C(C1=C(C=CC=C1)C)=O)CC)CC1CCCC1